2,3-dihydrobenzo[b][1,4]dioxine-2-carboxamide O1C2=C(OCC1C(=O)N)C=CC=C2